C(#N)C1=CC(=NN1)C(=O)NC1=CNC2=CC=C(C=C12)C=1C=NN(C1)C1=CC=C(C=C1)C(F)(F)F 5-cyano-N-(5-{1-[4-(trifluoro-methyl)phenyl]-1H-pyrazol-4-yl}-1H-indol-3-yl)-1H-pyrazole-3-carboxamide